1-METHYLNAPHTHALENE-5-CARBOXALDEHYDE CC1=CC=CC=2C(=CC=CC12)C=O